C(C)(C)(C)C=1C=C(C=CC1O)C1=CC=C(C=C1)/C=C/C(=O)OC methyl E-3-(3'-tert-butyl-4'-hydroxybiphenyl-4-yl)acrylate